1,3-dichloro-5-methyl-5-(4'-vinylphenyl)hydantoin ClN1C(=O)N(C(=O)C1(C1=CC=C(C=C1)C=C)C)Cl